ClN(C1CCCCC1)Cl dichloro(cyclohexylamine)